ClC=1C(=C(C=CC1)NC1=NC=NC2=CC(=C(C=C12)OC1CCN(CC1)CC(=O)NC)OC)F 2-(4-((4-((3-chloro-2-fluorophenyl)amino)-7-methoxyquinazolin-6-yl)oxy)piperidin-1-yl)-N-methylacetamide